ClCC(=O)NC1=C(C=C(C(=C1)OC)F)C(C)C 2-chloro-N-(4-fluoro-2-isopropyl-5-methoxyphenyl)acetamide